FC1=CN=CC=2C3=C(N=C(C12)N1CCCC2=C(C=CC=C12)C#CC(C)(O)C)N=NN3C 4-(1-(6-fluoro-1-methyl-1H-[1,2,3]triazolo[4,5-c][2,6]naphthyridin-5-yl)-1,2,3,4-tetrahydroquinolin-5-yl)-2-methylbut-3-yn-2-ol